[(3S)-3-(1,2,4-Triazol-4-yl)pyrrolidin-1-yl]-[6-[6-(trifluoromethyl)pyrazin-2-yl]oxy-2-azaspiro[3.3]heptan-2-yl]methanone N=1N=CN(C1)[C@@H]1CN(CC1)C(=O)N1CC2(C1)CC(C2)OC2=NC(=CN=C2)C(F)(F)F